2-Bromo-9H-carbazole-1,2,4,5,6,7,8-d7 BrC1(C(C=2NC3=C(C(=C(C(=C3C2C(=C1)[2H])[2H])[2H])[2H])[2H])[2H])[2H]